FC1=C(C(=CC(=C1)C(NC)=O)F)C=1N=C2N(C=CC(=C2)C)C1CC1CN(CCCC1)C(=O)OC methyl 3-((2-(2,6-difluoro-4-(methylcarbamoyl)phenyl)-7-methylimidazo[1,2-a]pyridin-3-yl)methyl)azepane-1-carboxylate